4-amino-N,1-dimethyl-7-(trifluoromethyl)-N-((6-(trifluoromethyl)-3-pyridazinyl)methyl)-1H-pyrazolo[4,3-c]quinoline-8-carboxamide NC1=NC=2C=C(C(=CC2C2=C1C=NN2C)C(=O)N(CC=2N=NC(=CC2)C(F)(F)F)C)C(F)(F)F